C1=C(C=CC2=CC=CC=C12)C=C(C#N)C1=NC=CC=C1 3-(naphthalen-2-yl)-2-(pyridin-2-yl)acrylonitrile